[Na].OC=CC Hydroxypropylene sodium